C(C)(C)(C)OC(=O)N1C[C@H](OC2=C(N=CC=3C=CC=CC23)C1)CC (R)-2-ethyl-2,3-dihydro-[1,4]oxazepino[6,7-c]isoquinoline-4(5H)-carboxylic acid tert-butyl ester